ClC1=C(C=CC(=C1)F)CC1=NOC(N1CC1=CC=C(C=C1)F)=O 3-[(2-chloro-4-fluorophenyl)methyl]-4-[(4-fluorophenyl)methyl]-4,5-dihydro-1,2,4-oxadiazol-5-one